2-[[6-[[6-[(3s,5r)-3-amino-4,4-difluoro-5-methyl-1-piperidinyl]-3-chloro-5-cyano-2-pyridinyl]amino]-1-(oxetan-3-ylmethyl)-2-oxo-3-quinolinyl]oxy]-N-methylacetamide N[C@H]1CN(C[C@H](C1(F)F)C)C1=C(C=C(C(=N1)NC=1C=C2C=C(C(N(C2=CC1)CC1COC1)=O)OCC(=O)NC)Cl)C#N